ClC=1C(=CC(=NC1)CO)C (5-chloro-4-methyl-2-pyridyl)methanol